N-((trans)-2-(3'-(trifluoromethyl)-[1,1'-biphenyl]-4-yl)cyclopropyl)azetidin-3-amine FC(C=1C=C(C=CC1)C1=CC=C(C=C1)[C@H]1[C@@H](C1)NC1CNC1)(F)F